C(C)(C)(C)C1=CC=C(C=NNC2=CC=C(C(=O)O)C=C2)C=C1 4-(2-(4-(tert-butyl)benzylidene)hydrazino)benzoic acid